C1(=CC=CC=C1)[C@H](C)N[C@H]1[C@@H](COC1)C(=O)OCC |&1:9,10| Ethyl (3S,4S)- and (3R,4R)-4-(((S)-1-phenylethyl)amino)tetrahydrofuran-3-carboxylate